FC1=CC=C(C(=O)N[C@]2([C@@H](C2)C)C=2N=C3[C@@H]4[C@H](CN(C3=CC2)C2=NC(=NC=C2)C)C4)C=C1 4-fluoro-N-((1R,2R)-2-methyl-1-((6aR,7aS)-5-(2-methyl-pyrimidin-4-yl)-6,6a,7,7a-tetra-hydro-5H-cyclopropa[c][1,5]naphthyridin-2-yl)cyclopropyl)-benzamide